N-(2-(3,3-difluoropyrrolidin-1-yl)-4-(2-fluoro-5-(morpholinomethyl)-phenyl)pyridin-3-yl)-2-isopropylpyrimidine-5-carboxamide FC1(CN(CC1)C1=NC=CC(=C1NC(=O)C=1C=NC(=NC1)C(C)C)C1=C(C=CC(=C1)CN1CCOCC1)F)F